1,4,7-triazacyclononane triacetate C(C)(=O)O.C(C)(=O)O.C(C)(=O)O.N1CCNCCNCC1